3-((2S)-2-hydroxy-3-(8-(1-phenyl-1H-pyrazol-4-ylsulfonyl)-1-oxa-8-azaspiro[4.5]decan-3-ylamino)propoxy)-N-methylbenzenesulfonamide O[C@H](COC=1C=C(C=CC1)S(=O)(=O)NC)CNC1COC2(C1)CCN(CC2)S(=O)(=O)C=2C=NN(C2)C2=CC=CC=C2